O=C1N(C=NC2=CC=CC=C12)C1NCCCC1 2-(4-oxoquinazoline-3(4H)-yl)piperidine